OC1[C@@H]2[C@@]([C@]3(C(C[C@@](O[C@@]3([C@H]1CC(=O)[O-])C)(C=C)C)=O)O)([C@H](CCC2(C)C)O)C (3R,4aR,5S,6aS,10S,10aR,10bS)-6,10,10b-trihydroxy-3,4a,7,7,10a-pentamethyl-1-oxo-3-vinyldodecahydro-1H-benzo[f]chromen-5-ylacetate